N-(8-aminooctyl)-4-(benzyloxy)benzene-1-sulfonamide NCCCCCCCCNS(=O)(=O)C1=CC=C(C=C1)OCC1=CC=CC=C1